(R)-N-((1E)-1-(2-(azidomethyl)-5-fluoro-2-methyl-2,3-dihydrobenzofuran-7-yl)ethylidene)-2-methylpropane-2-sulfenamide N(=[N+]=[N-])C[C@@]1(OC2=C(C1)C=C(C=C2\C(\C)=N\SC(C)(C)C)F)C